CN(CCCNC(OCCC=1C(OC2=CC(=CC=C2C1C)N(CC)CC)=O)=O)C 2-(7-(diethylamino)-4-methyl-2-oxo-2H-chromen-3-yl)ethyl (3-(dimethylamino)propyl)carbamate